ClC1=C(C=C(C=C1)C=1C=NN(C1)C1=C(C(=NN1C)OS(=O)(=O)C(C(F)(F)F)(C(F)(F)F)F)C(F)(F)F)C(N(C)C1(CC1)C#N)=O [5-[4-[4-chloro-3-[(1-cyanocyclopropyl)-methyl-carbamoyl]phenyl]pyrazol-1-yl]-1-methyl-4-(trifluoromethyl)pyrazol-3-yl]1,1,1,2,3,3,3-heptafluoropropane-2-sulfonate